(2S,11aR)-7-Fluoro-6-isopropoxy-8-methyl-2-((2-oxo-1,2,3,4-tetrahydroquinolin-7-yl)oxy)-2,3,11,11a-tetrahydro-1H,5H-benzo[f]pyrrolo[2,1-c][1,4]oxazepin-5-one FC=1C(=CC2=C(C(N3[C@@H](CO2)C[C@@H](C3)OC3=CC=C2CCC(NC2=C3)=O)=O)C1OC(C)C)C